C1(CC1)N1N=NC(=C1)[C@]([2H])(C=1C=NC(=CC1)F)NC=1C=C2C(=C(C=NC2=C(C1)C#N)C#N)NCC(C)(C)C (S)-6-(((1-cyclopropyl-1H-1,2,3-triazol-4-yl)(6-fluoropyridin-3-yl)methyl-d)amino)-4-(neopentylamino)quinoline-3,8-dicarbonitrile